N-(4-bromo-2-iodophenyl)-N-(2-cyclopropyl-2-oxo-ethyl)carboxamide BrC1=CC(=C(C=C1)N(C=O)CC(=O)C1CC1)I